1,3-diphenylprop-2-yn-1-one C1(=CC=CC=C1)C(C#CC1=CC=CC=C1)=O